OC[C@@H]1C[C@@]2(CN1)CNC1=CC=C(C=C12)C (3R,5'S)-5'-(hydroxymethyl)-5-methyl-spiro[indoline-3,3'-pyrrolidine]